CC=1C=C(C=CC1)N1CC(CC1=O)C(=O)N 1-(3-methylphenyl)-5-oxopyrrolidine-3-carboxamide